C(C)OCC1=CC=CC=C1 4-(ethoxymethyl)benzene